sodium fumaric acid C(\C=C\C(=O)O)(=O)O.[Na]